BrC1=CC=2C=3N(CCOC2N=C1)C=CN3 10-bromo-5,6-dihydroimidazo[1,2-d]pyrido[3,2-f][1,4]oxazepine